FC1=CC=C(C=C1)CC(=O)C1(CC1)C(=O)O 1-[2-(4-fluorophenyl)-acetyl]-cyclopropanecarboxylic acid